3-fluorobenzoylcarboxylic acid FC=1C=C(C(=O)C(=O)O)C=CC1